C(#N)C1=C2C=CNC2=CC=C1NC(=O)C1=CC2=C(OCCC3=C2SC=C3)C=C1C=1C(=NC(=CC1)C(NCCC)=O)C(=O)O 3-(9-((4-cyano-1H-indol-5-yl)carbamoyl)-4,5-dihydrobenzo[b]thieno[2,3-d]oxepin-8-yl)-6-(propylcarbamoyl)picolinic acid